C1OC(CCO1)N1C(C2=CC=C(C=C2C1=O)N1CCC2(CC1)CCNCC2)=O 2-(2,6-dioxan-3-yl)-5-(3,9-diazaspiro[5.5]undec-3-yl)isoindole-1,3-dione